FC1=NC(=C2N=CN(C2=N1)C1OCCCC1)NCC1=CC(=CO1)OC 2-fluoro-6-(4-methoxyfurfurylamino)-9-(tetrahydro-2H-pyran-2-yl)-9H-purine